C(#N)N1CC(CC1)C(=O)NC1=NC=C(C=C1)N1CCC(CC1)OC 1-cyano-N-(5-(4-methoxypiperidin-1-yl)pyridin-2-yl)pyrrolidine-3-carboxamide